BrC1=CC=C(C=C1)[C@]12[C@](C3=NC=C(C=C3O1)Cl)(C(C[C@H]2C2=CC=CC=C2)C#C)O |r| rac-(5aR,6S,8aR)-5a-(4-bromophenyl)-3-chloro-8-ethynyl-6-phenyl-5a,6,7,8-tetrahydro-8aH-cyclopenta[4,5]furo[3,2-b]pyridin-8a-ol